C(CC(=O)[O-])(=O)[O-].C1(=C(C=CC=C1)[NH2+]C1=C(C=CC=C1)C)C.C1(=C(C=CC=C1)[NH2+]C1=C(C=CC=C1)C)C ditolyl-ammonium malonate